1-(4-cyclopentadienyl-1-piperazinyl)-3-methylenehept-4,6-diene C1(C=CC=C1)N1CCN(CC1)CCC(C=CC=C)=C